ClC=1C=CC(=C(N)C1)N1N=NC=C1 5-Chloro-2-(triazol-1-yl)aniline